ClC1=NC=CC(=C1OC)C1=NNC=N1 2-chloro-3-methoxy-4-(1H-1,2,4-triazol-3-yl)pyridine